FC(CCCS(=O)CCCCCCCCCC1[C@H]2[C@@H]3CCC([C@@]3(C)CC[C@@H]2C=2C=CC(=CC2C1)O)O)(C(F)(F)F)F 7-{9-[(4,4,5,5,5-pentafluoropentyl)sulfinyl]nonyl}estra-1,3,5(10)-triene-3,17-diol